(3R,4R)-4-(4-Chloro-2-(5-fluoropyridin-2-yl)-1H-imidazol-5-yl)-3-methylpiperidine-1-carboxamide ClC=1N=C(NC1[C@H]1[C@H](CN(CC1)C(=O)N)C)C1=NC=C(C=C1)F